apio-furanose OC1[C@H](O)C(CO1)(O)CO